ClC1=NN2C(N=CC3=C2C(CC3C(=O)NC=3C=NC(=C(C3)Cl)[C@H]3OCCC3)(C)C)=C1 2-chloro-N-(5-chloro-6-((S)-tetrahydrofuran-2-yl)pyridin-3-yl)-8,8-dimethyl-7,8-dihydro-6H-cyclopenta[e]pyrazolo[1,5-a]pyrimidine-6-carboxamide